(S)-3-(2-benzyl-3-chloro-7-oxo-2,4,5,7-tetrahydro-6H-pyrazolo[3,4-c]pyridin-6-yl)-8-(cyclopropaneformyl)-5-methyl-2,3,7,8,9,10-hexahydro-[1,4]oxazepino[2,3-g]isoquinolin-4(5H)-one C(C1=CC=CC=C1)N1N=C2C(N(CCC2=C1Cl)[C@@H]1C(N(C=2C(=CC=3CCN(CC3C2)C(=O)C2CC2)OC1)C)=O)=O